1-(Cyclobutylmethyl)-N-(2,4-dimethyl-5-oxo-5,6,7,8-tetrahydro-4H-pyrazolo[1,5-a][1,3]diazepin-6-yl)-1H-1,2,4-triazol-3-carboxamid C1(CCC1)CN1N=C(N=C1)C(=O)NC1C(N(C=2N(CC1)N=C(C2)C)C)=O